2-(7-((2R,5R)-2-(methoxymethyl)-5-methyl-4-(1-(quinoxalin-6-yl)ethyl)piperazin-1-yl)-4-methyl-5-oxo-4,5-dihydro-2H-pyrazolo[4,3-b]pyridin-2-yl)acetonitrile COC[C@@H]1N(C[C@H](N(C1)C(C)C=1C=C2N=CC=NC2=CC1)C)C=1C=2C(N(C(C1)=O)C)=CN(N2)CC#N